NC(CN(C1=CC(=CC(=N1)C(=O)N)C1=CC=C(C=C1)OC1=CC=C(C=C1)F)C1=CC=CC=C1)=O 6-((2-amino-2-oxoethyl)(phenyl)amino)-4-(4-(4-fluorophenoxy)phenyl)picolinamide